C1(CC1)CC(C(=O)N[C@H](C(=O)OC)C[C@H]1C(NCCC1)=O)NC(=O)C=1NC2=CC=CC(=C2C1)OC methyl (2S)-2-[[3-cyclopropyl-2-[(4-methoxy-1H-indole-2-carbonyl)amino]propanoyl]amino]-3-[(3S)-2-oxo-3-piperidyl]propanoate